4-[3-(3-fluorophenyl)-1,2,4-oxadiazol-5-yl]tetrahydropyran-4-amine hydrochloride Cl.FC=1C=C(C=CC1)C1=NOC(=N1)C1(CCOCC1)N